O=C1N(CC2=CC(=CC=C12)O[C@H]1[C@@H](CCCC1)N1CC(C1)C1=NC=C(C=C1)C(F)(F)F)C1C(NC(CC1)=O)=O 3-(1-oxo-5-(((1R,2R)-2-(3-(5-(trifluoromethyl)pyridin-2-yl)azetidin-1-yl)cyclohexyl)oxy)isoindolin-2-yl)piperidine-2,6-dione